2,2'-azobis[2-(Imidazoline-2-yl)propane] disulfate dihydrate O.O.S(=O)(=O)(O)OS(=O)(=O)O.N(=NC(C)(C)C=1NCCN1)C(C)(C)C=1NCCN1